ethyl 6-chloro-[1,2,4]triazolo[4,3-b]pyridazine-3-carboxylate ClC=1C=CC=2N(N1)C(=NN2)C(=O)OCC